FC1=CC=C(C=C1)C1=NOC(=C1C(=O)Cl)C 3-(4-fluorophenyl)-5-methyl-isoxazole-4-carbonyl chloride